C(CCC)C1N(CCCNC1)S(=O)(=O)C=1N=C(C2=CC=CC=C2C1)O ((2-butyl-1,4-diazacycloheptan-1-yl)sulfonyl)isoquinolin-1-ol